NCC=1N=C2N(C(=NC=C2)NC2CC2)C1 2-(aminomethyl)-N-cyclopropylimidazo[1,2-c]pyrimidin-5-amine